3-Benzothiazolium-2-carboxylate S1C(=[NH+]C2=C1C=CC=C2)C(=O)[O-]